(S)-N-(2-ethyl-6-methylphenyl)-N-(1'-methoxymethyl)ethylamine C(C)C1=C(C(=CC=C1)C)N(COC)CC